N-(1-(6-chloro-1-(4-(trifluoro-methyl)phenyl)-1H-pyrazolo[3,4-b]pyridin-3-yl)pyrrolidin-3-yl)-acrylamide ClC1=CC=C2C(=N1)N(N=C2N2CC(CC2)NC(C=C)=O)C2=CC=C(C=C2)C(F)(F)F